6''-((6-AMINOPYRIMIDIN-4-YL)AMINO)-8''-METHYL-2''H-DISPIRO[CYCLOBUTANE-1,1'-CYCLOBUTANE-3',3''-IMIDAZO[1,5-A]PYRIDINE]-1'',5''-DIONE NC1=CC(=NC=N1)NC1=CC(=C2N(C1=O)C1(NC2=O)CC2(C1)CCC2)C